[Si](C1=CC=CC=C1)(C1=CC=CC=C1)(C(C)(C)C)OC[C@@H]1N(C(C[C@H]1CC1CCC1)=O)C(=O)OC(C)(C)C tert-Butyl (2R,3R)-2-[[tert-butyl(diphenyl)silyl]oxymethyl]-3-(cyclobutylmethyl)-5-oxo-pyrrolidine-1-carboxylate